[4-(6-{5-[3-fluoro-5-(trifluoromethyl)phenyl]-7-[{[1-(methoxymethyl)cyclobutyl]methyl}(methyl)amino]-1H-imidazo[4,5-b]pyridin-2-yl}pyridin-3-yl)-4-hydroxypiperidine-1-yl]acetic acid FC=1C=C(C=C(C1)C(F)(F)F)C1=CC(=C2C(=N1)N=C(N2)C2=CC=C(C=N2)C2(CCN(CC2)CC(=O)O)O)N(C)CC2(CCC2)COC